4-(7-methoxy-1-methyl-1H-indol-3-yl)pyrimidine-5-carboxylic acid isopropyl ester C(C)(C)OC(=O)C=1C(=NC=NC1)C1=CN(C2=C(C=CC=C12)OC)C